N1C[C@@H](CCC1)CN1CCCC1 (R)-1-(((R)-piperidin-3-yl)methyl)pyrrolidin